7-(8-chloro-1-naphthyl)-2-(2-(4,4-difluoro-1-piperidyl)ethoxyl-6,8-dihydro-5H-pyrido[3,4-d]pyrimidin-4-yl)-2-(cyanomethyl)piperazine-1-carboxylate ClC=1C=CC=C2C=CC=C(C12)N1CC=2N=C(N=C(C2CC1)C1(N(CCNC1)C(=O)[O-])CC#N)OCCN1CCC(CC1)(F)F